2-oxo-3-(3-oxo-4H-pyrido[3,2-b][1,4]oxazin-6-yl)-1,3-oxazolidin O=C1OCCN1C=1C=CC=2OCC(NC2N1)=O